(Z)-2-(4-bromophenyl)-3-(4-(di-p-toluylamino)phenyl)acrylonitrile BrC1=CC=C(C=C1)/C(/C#N)=C/C1=CC=C(C=C1)N(C1=CC=C(C=C1)C)C1=CC=C(C=C1)C